NC1CN(C1)C1=CC(=C(C=C1)C1C(NC(CC1)=O)=O)F 3-(4-(3-aminoazetidin-1-yl)-2-fluorophenyl)piperidine-2,6-dione